FC(C1=C(C=CC(=C1)C(F)(F)F)C1=C2C(=C(N=N1)N[C@H]1CN(CCC1)C)CCC2)(F)F 4-[2,4-bis(trifluoromethyl)phenyl]-N-[(3R)-1-methylpiperidin-3-yl]-6,7-dihydro-5H-cyclopenta[d]pyridazin-1-amine